FC1=C(CN2C(C3=NC=CC=C3C2=O)([2H])[2H])C(=CC(=C1)C=1C2=CN(N=C2C=CC1)C1COC1)F 6-(2,6-difluoro-4-(2-(oxetan-3-yl)-2H-indazol-4-yl)benzyl)-6,7-dihydro-5H-pyrrolo[3,4-b]pyridin-5-one-7,7-d2